C1CCC2=CC(=CC=C12)NC(=S)NNC(=O)C1=NC2=CC=CC=C2C=C1 N-(2,3-dihydro-1H-inden-5-yl)-2-(quinoline-2-carbonyl)hydrazine-1-carbothioamide